1-(3-(2-(3-hydroxynaphthalen-1-yl)benzo[d]thiazol-6-yl)azetidin-1-yl)prop-2-en-1-on OC=1C=C(C2=CC=CC=C2C1)C=1SC2=C(N1)C=CC(=C2)C2CN(C2)C(C=C)=O